6-(2'-Methoxy-4'-methyl-3,4,5,6-tetrahydro-2H-[1,3']bipyridinyl-4-yl)-2-methyl-4-(2-trifluoromethylbenzyl)-2,4,6,7-tetrahydro-pyrazolo[4,3-d]pyrimidin-5-one COC1=NC=CC(=C1N1CCC(CC1)N1C(N(C=2C(C1)=NN(C2)C)CC2=C(C=CC=C2)C(F)(F)F)=O)C